C1(=CC=CC=C1)S(=O)(=O)N1CCC2=CC(=CC=C12)[C@H]1[C@@H](C1)NC(=O)C1CCN(CC1)C(=O)OC(C)(C)C Trans-tert-butyl 4-(2-(1-(phenylsulfonyl)indolin-5-yl)cyclopropylcarbamoyl)piperidine-1-carboxylate